3,5-dichloro-4-(6-((6-((3,3-difluoro-2-hydroxypropyl)amino)pyrimidin-4-yl)amino)-1H-pyrazolo[4,3-c]pyridin-1-yl)benzonitrile ClC=1C=C(C#N)C=C(C1N1N=CC=2C=NC(=CC21)NC2=NC=NC(=C2)NCC(C(F)F)O)Cl